BrC1=C(N(N=C1)C)C=1C=C(C=CC1OC)NC(=O)NC1=C(C=C(C=C1)Cl)N(C)CCN(C)C 1-[3-(4-Bromo-2-methyl-2H-pyrazol-3-yl)-4-methoxy-phenyl]-3-{4-chloro-2-[(2-dimethylamino-ethyl)-methyl-amino]-phenyl}-urea